O=C1NC(CCC1N1C(C2=CC=C(C=C2C1=O)N1CC2(CCC1)CCN(CC2)CC2CCNCC2)=O)=O 2-(2,6-dioxopiperidin-3-yl)-5-(9-(piperidin-4-ylmethyl)-2,9-diazaspiro[5.5]undecan-2-yl)isoindoline-1,3-dione